2-[4-aminomethyl-(2,4-dimethoxyphenyl)]Phenoxyacetic acid NCC1(CC(=C(C=C1)C1=C(OCC(=O)O)C=CC=C1)OC)OC